NC=1N=CC2=C(N1)N(C=C2)C2=CC(=C(C(=O)N(C)C)C=C2)Br 4-(2-amino-7H-pyrrolo[2,3-d]pyrimidin-7-yl)-2-bromo-N,N-dimethylbenzamide